C(\C=C\C(=O)[O-])(=O)OCCCCC1CCC(CC1)CC(C)C (4-isobutylcyclohexyl)butyl fumarate